NC1=C2N=CN(C2=NC=N1)C[C@@H](C)OCP(OCCSCCCCCCCCCCCCCCCC(C(F)(F)F)(F)F)(O)=O 2-((16,16,17,17,17-pentafluoroheptadecyl)thio)ethyl hydrogen ((((R)-1-(6-amino-9H-purin-9-yl)propan-2-yl)oxy)methyl)phosphonate